C(C)(C)NC=1N=CC2=C(N1)NC=C2C2=CC=1N(C=C2)N=CC1C=1C=NN(C1)C N-isopropyl-5-(3-(1-methyl-1H-pyrazol-4-yl)pyrazolo[1,5-a]pyridin-5-yl)-7H-pyrrolo[2,3-d]pyrimidin-2-amine